FC=1C=C2C=NN(C2=CC1C=1C=2C=NN(C2C(=CC1)O)CC(=O)NCC(=O)NCC(=O)O)C (2-(5'-fluoro-7-hydroxy-1'-methyl-1H,1'H-[4,6'-biindazol]-1-yl)acetyl)glycylglycine